1-([1,1'-biphenyl]-4-yl)-3-(benzo[c][1,2,5]oxadiazol-5-yl)prop-2-en-1-one C1(=CC=C(C=C1)C(C=CC1=CC=2C(=NON2)C=C1)=O)C1=CC=CC=C1